2-hydroxy-4,6-diphenylpyrimidine-5-carbonitrile OC1=NC(=C(C(=N1)C1=CC=CC=C1)C#N)C1=CC=CC=C1